ClC=1C=C(C(=NC1)O)NC(=O)C1CC2(CC(C2)NC(=O)C=2OC(=CC2)SC)C1 N-[6-[(5-chloro-2-hydroxy-3-pyridyl)carbamoyl]spiro[3.3]heptan-2-yl]-5-methylsulfanyl-furan-2-carboxamide